NC=1C2=C(N=CN1)N(C=C2C=C)[C@@H]2O[C@@H]([C@H]([C@H]2O)O)CSCC=2C(=NOC2C2=CC=CC=C2)C (2R,3R,4S,5S)-2-(4-Amino-5-vinyl-7H-pyrrolo[2,3-d]pyrimidin-7-yl)-5-((((3-methyl-5-phenylisoxazol-4-yl)methyl)thio)methyl)tetrahydrofuran-3,4-diol